NCCCCCCCCN1N=C(C2=CC(=C(C=C12)C(=O)NC=1N=CC=2N(C1)C=C(N2)[C@@H]2N(CCC2)C)F)C 1-(8-aminooctyl)-5-fluoro-3-methyl-N-{2-[(2R)-1-methylpyrrolidin-2-yl]imidazo[1,2-a]pyrazin-6-yl}indazole-6-carboxamide